N-(2-((5-cyano-4-((2-isopropoxyphenyl)amino)pyrimidin-2-yl)amino)-5-(4-((2-hydroxyethyl)(methyl)amino)piperidin-1-yl)phenyl)acrylamide C(#N)C=1C(=NC(=NC1)NC1=C(C=C(C=C1)N1CCC(CC1)N(C)CCO)NC(C=C)=O)NC1=C(C=CC=C1)OC(C)C